C(C)(=O)O.CC=1OCCC1S 2-methyl-4,5-dihydrofuran-3-thiol acetate